C(C)(C)(C)N1C=2N(C3=C(C1=O)C=NC(=N3)NC3=CC=C(C=C3)N3CCN(CC3)C)CCN2 6-tert-butyl-2-((4-(4-methylpiperazin-1-yl)phenyl)amino)-8,9-dihydroimidazo[1,2-a]pyrimido[5,4-e]pyrimidin-5(6H)-one